7-Chloro-N-cyclopropyl-N-(2,2,6,6-tetramethylpiperidin-4-yl)-4H-chromeno[3,4-d]thiazol-2-amine ClC=1C=CC2=C(C1)OCC=1N=C(SC12)N(C1CC(NC(C1)(C)C)(C)C)C1CC1